cyclopropylmethyl 4-(((3R,6S)-1-(2-cyanoacetyl)-6-methylpiperidin-3-yl)amino)-1H-pyrrolo[2,3-b]pyridine-5-carboxylate C(#N)CC(=O)N1C[C@@H](CC[C@@H]1C)NC1=C2C(=NC=C1C(=O)OCC1CC1)NC=C2